C(C)OC(=O)C=1C=C2C(C=C(NC2=CC1)C1=CC(=CC=C1)F)=O 2-(3-fluorophenyl)-4-oxo-1,4-dihydroquinoline-6-carboxylic acid ethyl ester